3-azabicyclo[3.2.1]Octane-8-one hydrochloride Cl.C12CNCC(CC1)C2=O